2-((5-(3-chlorobenzyl)-4-(hydroxymethyl)thiazol-2-yl)amino)-2-oxoethyl methylsulfamate CNS(OCC(=O)NC=1SC(=C(N1)CO)CC1=CC(=CC=C1)Cl)(=O)=O